2-(2,6-dioxopiperidin-3-yl)-4-((2-methoxy-4-(2-(piperidin-1-yl)ethoxy)phenyl)amino)isoindoline-1,3-dione O=C1NC(CCC1N1C(C2=CC=CC(=C2C1=O)NC1=C(C=C(C=C1)OCCN1CCCCC1)OC)=O)=O